chloro-[1,1'-biphenyl]-4-nitrile ClC1=C(C=CC(=C1)C#N)C1=CC=CC=C1